(R)-N5-((4-Methyl-6-(6-methyl-3-(trifluoromethyl)-5,6-dihydro-[1,2,4]triazolo[4,3-a]pyrazin-7(8H)-yl)pyridin-3-yl)methyl)isoquinoline-1,5-diamine CC1=C(C=NC(=C1)N1CC=2N(C[C@H]1C)C(=NN2)C(F)(F)F)CNC=2C=1C=CN=C(C1C=CC2)N